Cl.ClC=1C(NC(NC1CN1C(CCC1)=N)=O)=O 5-chloro-6-(2-iminopyrrolidine-1-yl)methyl-2,4(1H,3H)-pyrimidinedione hydrochloride